F[C@H]1C[C@H](N2N=C(N=C21)C(CC)=O)C2=CC=CC=C2 1-(cis-7-fluoro-5-phenyl-6,7-dihydro-5H-pyrrolo[1,2-b][1,2,4]triazol-2-yl)propan-1-one